C1(=CC=CC=C1)C1=CC=C(C=C1)C1=CC=C(C=C1)C1=CC=CC=C1 1,1':4',1'':4'',1'''-quaterphenyl